ClC1=CC=2N3CCN(CC3(C(N(C2N=N1)C(=O)OC(C)(C)C)=O)C(F)(F)F)C(=O)OC(C)(C)C di-tert-butyl 4-chloro-9-oxo-10-(trifluoromethyl)-1,5,6,8,12-pentazatricyclo[8.4.0.02,7]tetradeca-2(7),3,5-triene-8,12-dicarboxylate